6-bromo-3-[(4-methoxyphenyl)methoxy]-5-methyl-pyrazine-2-carboxylic acid BrC1=C(N=C(C(=N1)C(=O)O)OCC1=CC=C(C=C1)OC)C